ammonium formate (methanoate) C(=O)[O-].C(=O)[O-].[NH4+].[NH4+]